2-(5-methyloxazol-2-yl)acetamide CC1=CN=C(O1)CC(=O)N